BrC1=C(C(=CC=C1)OCCCBr)C 1-Bromo-3-(3-bromopropoxy)-2-methyl-benzene